methyl 2-(aminomethyl)-6-chloropyridine-4-carboxylate hydrochloride Cl.NCC1=NC(=CC(=C1)C(=O)OC)Cl